4-((1H-pyrrolo[2,3-b]pyridin-4-yl)oxy)-N-(4-((4-ethylpiperazin-1-yl)methyl)-3-(trifluoromethyl)phenyl)-3-methylbenzamide N1C=CC=2C1=NC=CC2OC2=C(C=C(C(=O)NC1=CC(=C(C=C1)CN1CCN(CC1)CC)C(F)(F)F)C=C2)C